C1(=CCCC1)C=NO 1-Cyclopentene-1-carboxaldehyde oxime